6-bromo-8-(difluoromethyl)-5-fluoro-3,3-dimethyl-3,4-dihydroquinoxalin-2(1H)-one BrC=1C(=C2NC(C(NC2=C(C1)C(F)F)=O)(C)C)F